FC(C=1C=CC(=NC1)C=1N=C2C(=NC1)N=CS2)(F)F 6-(5-(trifluoromethyl)pyridin-2-yl)thiazolo[4,5-b]pyrazine